NC1=C(N=CC(=N1)N1CCC2(CCOC2)CC1)SC1=C(C(=NC=C1)N)Cl (S)-8-(6-amino-5-((2-amino-3-chloropyridin-4-yl)thio)pyrazin-2-yl)-2-oxa-8-azaspiro[4.5]decane